ClC1=NC=C(C(=N1)C=1C=C(C2=C(N(C(=N2)C)C(C)C)C1)F)C(F)(F)F 6-(2-chloro-5-(trifluoromethyl)pyrimidin-4-yl)-4-fluoro-1-isopropyl-2-methyl-1H-benzo[d]imidazole